C(=O)(OC(C)(C)C)N[C@@H](CCCCN)C(=O)O (Boc)-L-lysine